5-chloro-2-(trifluoro-methylsulfonyl)pyridine ClC=1C=CC(=NC1)S(=O)(=O)C(F)(F)F